ClC=1C=C(C=CC1)C(C(=O)O)O 2-(3-chlorophenyl)-2-hydroxyacetic acid